ClC=1C=NN2C1C(=CC(=C2)C=2C=NN(C2)C2CCN(CC2)C(=O)OC(C)(C)C)OC tert-butyl 4-(4-(3-chloro-4-methoxypyrazolo[1,5-a]pyridin-6-yl)-1H-pyrazol-1-yl)piperidine-1-carboxylate